FC1=C(C=CC(=C1)C(F)(F)F)OB(O)O 2-fluoro-4-trifluoromethylphenyl-boric acid